[K].[Ti].[Ni].[Mn] manganese nickel titanium potassium